rac-Ethyl 4-(4-((1R,5R,6R)-2-azabicyclo[4.1.0]heptan-5-yl)phenyl)-7-(4-(trifluoromethyl)phenyl)-2-naphthoate [C@@H]12NCC[C@H]([C@H]2C1)C1=CC=C(C=C1)C1=CC(=CC2=CC(=CC=C12)C1=CC=C(C=C1)C(F)(F)F)C(=O)OCC |r|